[Cl-].CC=1C=C(C=C(C1)C)CP (3,5-dimethylphenyl)methylphosphine chloride